5-(aminomethyl)-3-[4-[4-[6-chloro-4-(trifluoromethyl)-2-pyridinyl]piperazin-1-yl]sulfonyl-2-fluoro-phenyl]oxazolidin-2-one NCC1CN(C(O1)=O)C1=C(C=C(C=C1)S(=O)(=O)N1CCN(CC1)C1=NC(=CC(=C1)C(F)(F)F)Cl)F